C(=O)(O)C1=CC(=C(C(=O)NC2=CC=NC=C2C(=O)O)C=C1O)O 4-(4-carboxy-2,5-dihydroxybenzamido)nicotinic acid